OC1=C(C=C2C(NC(NC2=O)=S)=O)C=CC(=C1)O 5-(2,4-Dihydroxybenzylidene)-2-thioxodihydropyrimidine-4,6(1H,5H)-dione